Br[C@H]1C(NC(CC1)=O)=O |r| (+-)-3-bromo-2,6-piperidinedione